C(C)(C)(C)OC(=O)N[C@@H](CC(=O)OCC)C=1C=C(C=C(C1F)C)C1=C(C=CC=C1Cl)Cl (S)-ethyl 3-(tert-butoxycarbonylamino)-3-(2',6'-dichloro-4-fluoro-5-methylbiphenyl-3-yl)propanoate